O1CCN(CC1)CCNC(C1=CC=C(C=C1)NC(CC1=C(C=CC=2N1C=NC2)C2=CC=CC=C2)=O)=O N-(2-morpholinoethyl)-4-(2-(6-phenylimidazo[1,5-a]pyridin-5-yl)acetamido)benzamide